C(C)(C)(C)OC(=O)NC1=C(C=C(C=C1)C1=C(C=C(C=C1)F)F)NC(=O)C1=CC=C(C=C1)S(=NC(OC(C)(C)C)=O)(=O)C1CC1 tert-butyl N-[[4-[[2-(tert-butoxycarbonylamino)-5-(2,4-difluorophenyl)phenyl]carbamoyl]phenyl]-cyclopropyl-oxo-sulfanylidene]carbamate